N[C@H](C(=O)O)CC1=CNC2=NC=CC=C21 (S)-2-Amino-3-(1H-pyrrolo[2,3-b]pyridin-3-yl)-propionic acid